tert-butyl 3-[2-chloro-6-[4-[4-[(4R)-4-(benzyloxycarbonylamino)-2-oxo-pyrrolidin-1-yl]phenyl]sulfonylpiperazin-1-yl]pyridine-4-carbonyl]piperidine-1-carboxylate ClC1=NC(=CC(=C1)C(=O)C1CN(CCC1)C(=O)OC(C)(C)C)N1CCN(CC1)S(=O)(=O)C1=CC=C(C=C1)N1C(C[C@H](C1)NC(=O)OCC1=CC=CC=C1)=O